N=1C=C(N2N=CC=CC21)S(=O)(=O)N2CCC(CC2)NC2=NC=C(C(=N2)C2=CN=C(S2)CC(C)(O)C)C(F)(F)F 1-(5-(2-((1-(imidazo[1,2-b]pyridazin-3-ylsulfonyl)piperidin-4-yl)amino)-5-(trifluoromethyl)pyrimidin-4-yl)thiazol-2-yl)-2-methylpropan-2-ol